C(\C=C\C(=O)[O-])(=O)OCCCCCCCCCCCCCCCCCC.[Na+] sodium monostearyl fumarate